3-OXA-8-AZABICYCLO[3.2.1]OCTAN C12COCC(CC1)N2